N-(4-aminophenyl)-3-morpholone NC1=CC=C(C=C1)N1C(COCC1)=O